C(C)OCCOCCOC1=CC=C(C=N1)C[C@H](C(=O)O)N1CCN(CCN(CCN(CC1)CC(=O)O)CC(=O)O)CC(=O)O |r| Racemic-3-{6-[2-(2-ethoxyethoxy)ethoxy]pyridin-3-yl}-2-[4,7,10-tris(carboxymethyl)-1,4,7,10-tetraazacyclododecan-1-yl]propanoic acid